4-(4-Fluorophenyl)-6-methyl-1-((2-(trimethylsilyl)ethoxy)methyl)-1,6-dihydro-7H-pyrazolo[3,4-c]pyridin-7-one FC1=CC=C(C=C1)C=1C2=C(C(N(C1)C)=O)N(N=C2)COCC[Si](C)(C)C